thieno[3,2-g]benzofuran O1C=CC2=C1C1=C(C=C2)C=CS1